4-hydroxy-2-methyl-1-oxo-1,2,3,4-tetrahydropyrrolo[1,2-a]pyrazine-7-carboxylic acid ethyl ester C(C)OC(=O)C=1C=C2N(C(CN(C2=O)C)O)C1